FC(C(=O)O)=C(C(C(F)(F)F)(C(F)(F)F)F)F perfluoro(4-methyl-2-pentenoic acid)